[C@H]12CC(C[C@H](CC1)N2)N(C=2SC1=C(N2)SC(=N1)N1C(C=CC=C1)=O)C 1-(5-[[(1R,3s,5S)-8-azabicyclo[3.2.1]octan-3-yl](methyl)amino][1,3]thiazolo[5,4-d][1,3]thiazol-2-yl)pyridin-2(1H)-one